ClC1=C(C(=C(C=C1)C1(CC1)C(=O)NC1CN(CCC(C1)C)C1=NN=NN1)OC)F 1-(4-chloro-3-fluoro-2-methoxyphenyl)-N-(5-methyl-1-(1H-tetrazol-5-yl)azepan-3-yl)cyclopropane-1-carboxamide